4-[[3-[4-[2-[4-[[1-(3,3-dimethylbutyl)-4-piperidyl]oxy]-1-piperidyl]acetyl]piperazine-1-carbonyl]-4-fluoro-phenyl]methyl]-2H-phthalazin-1-one CC(CCN1CCC(CC1)OC1CCN(CC1)CC(=O)N1CCN(CC1)C(=O)C=1C=C(C=CC1F)CC1=NNC(C2=CC=CC=C12)=O)(C)C